C1(=CC=CC2=CC=CC=C12)C(CC)N1CCC(CC1)N(S(=O)(=O)C)CC(=O)NCC(NCC#C)=O 2-(N-(1-(1-(naphthalen-1-yl)propyl)piperidin-4-yl)methylsulfonamido)-N-(2-oxo-2-(prop-2-yn-1-ylamino)ethyl)acetamide